COC1=CC=C(C=C1)C(OC[C@]12[C@H]([C@H]([C@@H](O1)N1C3=NC=NC(=C3N=C1)NC(C1=CC=CC=C1)=O)OCC2)O)(C2=CC=CC=C2)C2=CC=C(C=C2)OC 9-(2,6-anhydro-4-{[bis(4-methoxyphenyl)(phenyl)methoxy]methyl}-5-deoxy-α-L-lyxo-hexofuranosyl)-N-benzoyl-9H-purin-6-amine